IC1=CC=C(C(=O)OC2COC(CC2)C)C=C1 6-methyloxan-3-yl 4-iodobenzoate